(1S,3S)-N3-[5-(1-ethylpropyl)pyrazolo[1,5-a]pyrimidin-7-yl]cyclopentane-1,3-diamine dihydrochloride Cl.Cl.C(C)C(CC)C1=NC=2N(C(=C1)N[C@@H]1C[C@H](CC1)N)N=CC2